Cl[Si]([Si](C)(C)C)([Si](C)(C)C)[Si](C)(C)C chlorotris(trimethylsilyl)silane